C1=CC(=CC=C1N)S(=O)(=O)NC(=S)N The molecule is a substituted aniline that is thiourea in which one of the hydrogens has been replaced by a (p-aminophenyl)sulfonyl group. It has a role as an antibacterial drug and an EC 2.5.1.15 (dihydropteroate synthase) inhibitor. It is a sulfonamide antibiotic, a member of thioureas and a substituted aniline. It derives from a sulfanilamide.